tert-butyl 4-((4-(5-((1R,3R)-2-(2,2-difluoroethyl)-3-methyl-2,3,4,9-tetrahydro-1H-pyrido[3,4-b]indoL-1-yl)pyrimidin-2-yl)piperazin-1-yl)methyl)piperidine-1-carboxylate FC(CN1[C@@H](C=2NC3=CC=CC=C3C2C[C@H]1C)C=1C=NC(=NC1)N1CCN(CC1)CC1CCN(CC1)C(=O)OC(C)(C)C)F